N-[2-(1-piperazinyl)ethyl]-1,2-ethylenediamine N1(CCNCC1)CCNCCN